C(C=1C(C(=O)OCC(C)C)=CC=CC1)(=O)OCCCC 1-Butyl 2-isobutyl phthalate